2-(4-methoxyphenyl)-4,6-dimethoxybenzofuran-3(2H)-one COC1=CC=C(C=C1)C1OC2=C(C1=O)C(=CC(=C2)OC)OC